1-[5-(2-methoxyethoxy)pyridin-2-yl]piperazin COCCOC=1C=CC(=NC1)N1CCNCC1